1,2-difluorotetrafluoroethane FC(C(F)(F)F)(F)F